FC=1C=C(C=C2CCN(CC12)[C@H]1CCN(C2(CCC2)C1)C)C(=O)OC methyl 8-fluoro-2-[(8S)-5-methyl-5-azaspiro[3.5]nonan-8-yl]-3,4-dihydro-1H-isoquinoline-6-carboxylate